C(CC=C)N(S(=O)(=O)C1=CC=C(C=C1)C)C1=C(C=C(C=C1)F)C(=C)C1=CC=CC=C1 N-(but-3-en-1-yl)-N-(4-fluoro-2-(1-phenylethenyl)phenyl)-4-methylbenzenesulfonamide